NC1CN(CCC1)C1C(CC(C1)C1=CC=C(C=C1)F)N1C=C(C=C1)C#N 1-[2-(3-amino-1-piperidinyl)-4-(4-fluorophenyl)cyclopentyl]pyrrole-3-carbonitrile